C1NCC2=CC(=CC=C12)NC(C1=C(C=C(C=C1)C=1CCNCC1)C)=O N-(2,3-dihydro-1H-isoindol-5-yl)-2-methyl-4-(1,2,3,6-tetrahydro-pyridin-4-yl)-benzamide